2-hydroxy-4-methyl-6-(trifluoromethyl)nicotinonitrile OC1=C(C#N)C(=CC(=N1)C(F)(F)F)C